CN([C@@H]1CN(CC1)C1=C(C=NC=C1)C=1C=C2N(N=CC(=C2N[C@@H]2COCC2)/C(/N)=N/C2=C(C=C(C=C2)O)CC)C1)C (Z)-6-(4-((S)-3-(dimethylamino)pyrrolidin-1-yl)pyridin-3-yl)-N'-(2-ethyl-4-hydroxyphenyl)-4-(((S)-tetrahydrofuran-3-yl)amino)pyrrolo[1,2-b]pyridazine-3-carboximidamide